vinylanisole C(=C)C1=C(C=CC=C1)OC